CNS(=O)(=O)C=1C=C(C=CC1)NC(=O)C=1N(N=C2C=CC=CC12)CC1CCOCC1 N-[3-(methylsulfamoyl)phenyl]-2-(oxan-4-ylmethyl)indazole-3-carboxamide